(3R)-3-[(1S)-2-tert-butoxy-1-[(3-ethynylphenyl)methyl]-2-oxoethyl]pyrrolidine-1-carboxylic acid tert-butyl ester C(C)(C)(C)OC(=O)N1C[C@H](CC1)[C@@H](C(=O)OC(C)(C)C)CC1=CC(=CC=C1)C#C